4,5-dimethyl-2-(2-hydroxy-3-methylphenyl)imidazole CC=1N=C(NC1C)C1=C(C(=CC=C1)C)O